ethyl 2-amino-4-methyl-5-(4-nitrophenyl)-3-thiophenecarboxylate NC=1SC(=C(C1C(=O)OCC)C)C1=CC=C(C=C1)[N+](=O)[O-]